C1(CC1)OC1=CC=C(C=N1)CC=1N(C=2C(=C3CC[C@@H](N(C3=CC2)C(=O)OC)C)N1)C1CCCCC1 (1R,3R)-3-((S)-2-((6-Cyclopropoxypyridin-3-yl)methyl)-6-(methoxycarbonyl)-7-methyl-6,7,8,9-tetrahydro-3H-imidazo[4,5-f]chinolin-3-yl)cyclohexan